NC1=CC(=C(OC=2C=CC(NC2)=C=O)C(=C1)Cl)Cl 5-(4-amino-2,6-dichlorophenoxy)-2-carbonyl-pyridine